C(C1CO1)NCC1CO1 N,N-diglycidylamine